N1-(6-decylbenzo[d]oxazol-2-yl)ethane-1,2-diamine dihydrochloride Cl.Cl.C(CCCCCCCCC)C1=CC2=C(N=C(O2)NCCN)C=C1